CCCCCCCCCO The molecule is a fatty alcohol consisting of a hydroxy function at C-1 of an unbranched saturated chain of nine carbon atoms. It has been isolated as a component of volatile oils from plants like Hordeum vulgare. It has a role as a plant metabolite and a volatile oil component. It derives from a hydride of a nonane.